(1R,2R)-N-(2-cyano-4-(4-methyl-6-propionylpyridin-3-yl)imidazo[1,2-a][1,6]naphthyridin-8-yl)-2-fluorocyclopropane-1-carboxamide C(#N)C=1N=C2N(C3=CC(=NC=C3C=C2C=2C=NC(=CC2C)C(CC)=O)NC(=O)[C@@H]2[C@@H](C2)F)C1